2-chloro-N-(4-(2-(2-(((1r,4r)-4-(dimethylamino)cyclohexyl)amino)pyrimidin-5-yl)ethyl)-2-fluoro-5-methoxyphenyl)benzenesulfonamide di-t-butyl-hydroxyhydrocinnamate C(C)(C)(C)C(C(C(=O)O)(O)C(C)(C)C)C1=CC=CC=C1.ClC1=C(C=CC=C1)S(=O)(=O)NC1=C(C=C(C(=C1)OC)CCC=1C=NC(=NC1)NC1CCC(CC1)N(C)C)F